[(2S)-oxolan-2-yl]methanol O1[C@@H](CCC1)CO